2-(4'-hydroxy-3'-nitrophenyl)-benzotriazole OC1=C(C=C(C=C1)N1N=C2C(=N1)C=CC=C2)[N+](=O)[O-]